C(#C)C1=NN(C2=CC=C(C=C12)C1=C(N(N=C1)C)OCCN1C([C@H](CC1)O)=O)C1OCCCC1 (3S)-1-[2-[4-(3-ethynyl-1-tetrahydropyran-2-yl-indazol-5-yl)-2-methyl-pyrazol-3-yl]oxyethyl]-3-hydroxy-pyrrolidin-2-one